4-[2-[(2R)-3-(3,4-dihydro-1H-isoquinolin-2-yl)-2-hydroxy-propyl]-1-oxo-3,4-dihydroisoquinolin-6-yl]piperazine-1-carboxylic acid methyl ester COC(=O)N1CCN(CC1)C=1C=C2CCN(C(C2=CC1)=O)C[C@@H](CN1CC2=CC=CC=C2CC1)O